chloro-3-methyl-1-vinylimidazole ClC1N(C=CN1C)C=C